F[C@H]1[C@@H](C1)C(=O)N1C2CN(CC1CC2)C=2C=1N(N=CC2)C=C(C1)C=1C=NN(C1)C ((1S,2R)-2-fluorocyclopropyl)(3-(6-(1-methyl-1H-pyrazol-4-yl)pyrrolo[1,2-b]pyridazin-4-yl)-3,8-diazabicyclo[3.2.1]oct-8-yl)methanone